N1=C(C(=CC=C1)N)C1=NC=CC=C1 [2,2'-bipyridine]-3-amine